2-methyl-4-(6-nitro-3-pyridinyl)morpholine CC1CN(CCO1)C=1C=NC(=CC1)[N+](=O)[O-]